3-(cyclopropylmethoxy)-4-(methylsulfonylmethyl)benzoic acid C1(CC1)COC=1C=C(C(=O)O)C=CC1CS(=O)(=O)C